Tetracosa-10,13-dienoic acid C(CCCCCCCCC=CCC=CCCCCCCCCCC)(=O)O